The molecule is a dithiocarbamate salt that is the iron(III) salt of dimethyldithiocarbamic acid. Formerly used as a fungicide. It has a role as an antifungal agrochemical. It is a dithiocarbamate salt and an iron coordination entity. It contains an iron(3+) and a dimethyldithiocarbamate. It derives from a dimethyldithiocarbamic acid. CN(C)C(=S)[S-].CN(C)C(=S)[S-].CN(C)C(=S)[S-].[Fe+3]